BrC1=C(OCCCCO)C=CC=C1F 4-(2-bromo-3-fluorophenoxy)butan-1-ol